5-(4-((3-Ethyl-9-fluoro-5-methyl-2-oxo-2,3-dihydro-1H-pyrimido[4,5,6-de]quinazolin-8-yl)methyl)piperazin-1-yl)-N,6-dimethylpicolinamide C(C)N1C(NC2=C(C(=CC=3C2=C1N=C(N3)C)CN3CCN(CC3)C=3C=CC(=NC3C)C(=O)NC)F)=O